Cl.ClCC1=NC=CN=C1C 2-(chloromethyl)-3-methyl-pyrazine hydrochloride